1-(Cyclopentyl(dodecanoyloxy)methyl)-5-(4-(hexyloxy)-1,2,5-thiadiazol-3-yl)-1-methyl-1,2,3,6-tetrahydropyridin-1-ium iodide [I-].C1(CCCC1)C([N+]1(CCC=C(C1)C1=NSN=C1OCCCCCC)C)OC(CCCCCCCCCCC)=O